C(C)(C)C1=C(C(=O)N)C=CN=C1NC=1SC=C(N1)C1=NC=CC=C1 isopropyl-2-((4-(pyridin-2-yl)thiazol-2-yl)amino)isonicotinamide